3-(3,5-difluorophenoxy)propionic acid FC=1C=C(OCCC(=O)O)C=C(C1)F